rel-N-[(3S,4R)-7-cyclopropyl-4-({[(1s,4S)-4-ethylcyclohexyl]oxy}methyl)-6-oxo-1,3,4,6-tetrahydro-2H-quinolizin-3-yl]methanesulfonamide C1(CC1)C=1C(N2[C@H]([C@H](CCC2=CC1)NS(=O)(=O)C)COC1CCC(CC1)CC)=O |o1:6,7|